2-phenyl-1-(2,6-diazaspiro[3.3]hept-2-yl)ethanone tert-butyl-(2-(2-bromo-6-chloropyridin-4-yl)-2-hydroxyethyl)(3,3-difluoro-2-hydroxypropyl)carbamate C(C)(C)(C)OC(N(CC(C(F)F)O)CC(O)C1=CC(=NC(=C1)Cl)Br)=O.C1(=CC=CC=C1)CC(=O)N1CC2(C1)CNC2